dimethyl-[(dimethylsiloxy)dimethyl-siloxy]silane C[SiH](O[Si](C)(C)O[SiH](C)C)C